N1=C2C(=NC=C1)N=C(C=C2)NC2=NC=CC(=C2)N2CCN(CC2)C(=O)OC(C)(C)C tert-butyl 4-(2-(pyrido[2,3-b]pyrazin-6-ylamino)pyridin-4-yl)piperazine-1-carboxylate